C(=O)(O)CCC(=O)C1=CC2=C(S1)C=C(C(=C2)OCCCOC2=C(C=C1C(=N2)C=C(S1)C(C[C@@H](C(=O)O)C)=O)OC)OC (S)-4-(5-(3-((2-(3-carboxypropanoyl)-6-methoxybenzo[b]thiophen-5-yl)oxy)propoxy)-6-methoxythieno[3,2-b]pyridin-2-yl)-2-methyl-4-oxobutanoic acid